[3-(2-tert-butoxycarbonylamino-ethyl)-5-(2-chloro-3-fluoro-phenyl)-2,4-dioxo-3,4-dihydro-2H-pyrimidin-1-yl]-methyl acetate C(C)(=O)OCN1C(N(C(C(=C1)C1=C(C(=CC=C1)F)Cl)=O)CCNC(=O)OC(C)(C)C)=O